C12C=CC(C(C1)C1C3C=CC(C1)C3)C2 5,5'-bi(norborn-2-ene)